C1(CC1)C1=NC=CC(=C1)C=1SC(=CN1)C1(CC1)NC(=O)C1=CC(=NN1C)C(F)(F)F N-(1-(2-(2-cyclopropylpyridin-4-yl)thiazol-5-yl)cyclopropyl)-1-methyl-3-(trifluoromethyl)-1H-pyrazole-5-carboxamide